Benzyl 2-(((benzyloxy)carbonyl)amino)-3-(6,7-dimethylthieno[3,2-b]pyridine-2-carboxamido)propanoate C(C1=CC=CC=C1)OC(=O)NC(C(=O)OCC1=CC=CC=C1)CNC(=O)C1=CC2=NC=C(C(=C2S1)C)C